CN(C(=O)C=1C=NC(=CC1)C1=CC=C(C=C1)S(=O)(=N)[C@@H]1CC[C@H](CC1)NC1=CC=C(C=C1)S(F)(F)(F)(F)F)C N,N-dimethyl-6-(4-{[trans-4-{[4-(pentafluoro-λ6-sulfanyl)phenyl]Amino}cyclohexyl]sulfonimidoyl}phenyl)pyridine-3-carboxamide